ClC1=C(C=NN(C1=O)C)N[C@@H]1C[C@@H](CN(C1)C)C1=CC=C(C=C1)CN1CC(C1)C=1C=C(C=CC1)C1C(NC(CC1)=O)=O 3-[3-[1-[[4-[(3R,5R)-5-[(5-chloro-1-methyl-6-oxo-pyridazin-4-yl)amino]-1-methyl-3-piperidyl]phenyl]methyl]azetidin-3-yl]phenyl]piperidine-2,6-dione